(1-methyl-1H-pyrazol-4-yl)oxolane-2-carboxamide CN1N=CC(=C1)C1(OCCC1)C(=O)N